N[C@H]1CN(C[C@@H](C1)F)C(=O)C1=CC2=C(N(C(=N2)C=2N(C3=CC(=CC=C3C2)C=2C(=C(C=CC2)O)C(F)(F)F)CC2CC2)C)C(=C1)OC 3-(2-{5-[(3R,5R)-3-amino-5-fluoropiperidine-1-carbonyl]-7-methoxy-1-methyl-1H-1,3-benzodiazol-2-yl}-1-(cyclopropylmethyl)-1H-indol-6-yl)-2-(trifluoromethyl)phenol